[14C]glucose O=[14CH][C@H](O)[C@@H](O)[C@H](O)[C@H](O)CO